CC=1C(=NOC1C)C1=C(C(=CC=C1)C1=C(C=CC=C1)COC(C)C)S(=O)(=O)N (4,5-Dimethylisoxazol-3-yl)-2'-(isopropoxymethyl)-[1,1'-biphenyl]-2-sulfonamide